S(N)(=O)(=O)CCNC(C1=CN=C(C=C1)C1=NC2=CC=C3C(=C2C=2CCCCC12)C=NN3)=O N-(2-sulfamoylethyl)-6-(8,9,10,11-tetrahydro-3H-pyrazolo[4,3-a]phenanthridin-7-yl)nicotinamide